(R)-1-(3-Fluoropropyl)-N-(4-((1R,3R)-3-methyl-2-(2,2,2-trifluoroethyl)-2,3,4,9-Tetrahydro-1H-pyrido[3,4-b]indol-1-yl)-3-(trifluoromethoxy)phenyl)pyrrolidin-3-amine FCCCN1C[C@@H](CC1)NC1=CC(=C(C=C1)[C@H]1N([C@@H](CC2=C1NC1=CC=CC=C21)C)CC(F)(F)F)OC(F)(F)F